[(2S)-8-chloro-2-methyl-2,3-dihydro-1,4-benzoxazin-4-yl]-(3-iodophenyl)methanone ClC1=CC=CC=2N(C[C@@H](OC21)C)C(=O)C2=CC(=CC=C2)I